4-[[(2S,3R,4S,5R)-3-[2-(Cyclobutoxy)-3,4-difluorophenyl]-4,5-dimethyl-5-(trifluoromethyl)tetrahydrofuran-2-carbonyl]amino]pyridin-2-carboxamid C1(CCC1)OC1=C(C=CC(=C1F)F)[C@@H]1[C@H](O[C@]([C@H]1C)(C(F)(F)F)C)C(=O)NC1=CC(=NC=C1)C(=O)N